3-[3-(4-Methoxy-benzyl)-3H-imidazo[4,5-b]pyridin-2-yl]-N-(2-m-tolyl-ethyl)-propionamide COC1=CC=C(CN2C(=NC=3C2=NC=CC3)CCC(=O)NCCC=3C=C(C=CC3)C)C=C1